C=1N=CN2C1C1=CC=CC=C1C2C(C)(C)O 2-(5H-imidazo[5,1-a]isoindol-5-yl)propan-2-ol